BrC=1C(=CC(=C(C1)NC(OC(C)(C)C)=O)F)C(C(NCC(F)(F)F)=O)C tert-butyl (5-bromo-2-fluoro-4-(1-oxo-1-((2,2,2-trifluoroethyl)amino)propan-2-yl)phenyl)carbamate